6-(3-amino-1,2-dihydroxypropyl)-2-(benzyloxy)-4-hydroxy-5-[(hydroxymethyl)carbonylamino]tetrahydro-2H-pyran-2-carboxylic acid NCC(C(O)C1C(C(CC(O1)(C(=O)O)OCC1=CC=CC=C1)O)NC(=O)CO)O